C1(=CC=CC=C1)C1=NC(=NN1)C(=O)[O-] 5-Phenyl-1H-1,2,4-Triazolat